NC1=C2C(=NC=N1)N(N=C2C2=CC=C(C=C2)OC2=CC=CC=C2)[C@@H]2[C@H](CN(CC2)C2CN(C2)C(=O)OC(C)(C)C)F tert-butyl 3-[(3S,4S)-4-[4-amino-3-(4-phenoxyphenyl)pyrazolo[3,4-d]pyrimidin-1-yl]-3-fluoro-1-piperidyl]azetidine-1-carboxylate